C(C)(C)(C)N(C(O)=O)C1=CC=2N(C=C1OC)N=CC2C(C)=O.[N+](=O)([O-])C2=CC=C(S2)C(=O)NC2=C1C(=NC(=N2)C2=CC(=C(C(=C2)F)F)F)N(N=C1)C1=CC=CC=C1 5-nitro-N-(1-phenyl-6-(3,4,5-trifluorophenyl)-1H-pyrazolo[3,4-d]pyrimidin-4-yl)thiophene-2-carboxamide tert-butyl-(3-acetyl-6-methoxypyrazolo[1,5-a]pyridin-5-yl)carbamate